2,8-dichloroquinoline-6-carbonitrile ClC1=NC2=C(C=C(C=C2C=C1)C#N)Cl